FC=1C(=C(C=CC1)B(O)O)[N+](=O)[O-] (3-fluoro-2-nitro-phenyl)boronic acid